BrC1=NC(=CC=C1N1CN(C2=CC(=C(C=C2C1=O)F)C(F)(F)F)C1=C(C(=C(C=O)C=C1)F)F)OC (3-(2-bromo-6-methoxypyridin-3-yl)-6-fluoro-4-oxo-7-(trifluoromethyl)-3,4-dihydroquinazolin-1(2H)-yl)-2,3-difluorobenzaldehyde